OC1=C(C=CC(=C1)S(=O)(=O)CC1=CC=CC=C1)I hydroxy-p-toluenesulfonyl-iodobenzene